The molecule is the (S)-enantiomer of 1-phenylethanamine. It is a conjugate base of a (1S)-1-phenylethanaminium. It is an enantiomer of a (1R)-1-phenylethanamine. C[C@@H](C1=CC=CC=C1)N